C1(CCC1)OC=1C(=CC2=CN(N=C2C1)C12COC(CC1)(C2)C)C(=O)OC2=CC=CC=C2 Phenyl 6-cyclobutoxy-2-(1-methyl-2-oxabicyclo[2.2.1]heptan-4-yl)-2H-indazole-5-carboxylate